C[C@@H]1NCC[C@H](NC1)CS [(2S,5S)-2-methyl-1,4-diazepan-5-yl]methanethiol